N-(3-chloro-5-methanesulfonamidophenyl)-4-{3-[(3,5-difluorophenyl)methoxy]-5-[1-hydroxy-1-(1-methylazetidin-3-yl)ethyl]pyridin-2-yl}-5-methylthiophene-2-carboxamide ClC=1C=C(C=C(C1)NS(=O)(=O)C)NC(=O)C=1SC(=C(C1)C1=NC=C(C=C1OCC1=CC(=CC(=C1)F)F)C(C)(C1CN(C1)C)O)C